4-(3-methoxy-4-nitrophenyl)-1,2,3,6-tetrahydropyridine COC=1C=C(C=CC1[N+](=O)[O-])C=1CCNCC1